2-(1-methyl-1H-pyrazol-4-yl)-N-(2-methyl-5-(2-(1-methyl-6,7-dihydro-1H-pyrazolo[4,3-c]pyridin-5(4H)-yl)acetamido)pyridin-3-yl)pyrazolo[5,1-b]thiazole-7-carboxamide CN1N=CC(=C1)C1=CN2C(S1)=C(C=N2)C(=O)NC=2C(=NC=C(C2)NC(CN2CC1=C(CC2)N(N=C1)C)=O)C